C(C)N1C=NC=C1CN1C=NC2=C1C=C(C=C2OC)C(=O)[O-] 1-((1-ethyl-1H-imidazol-5-yl)methyl)-4-methoxy-1H-benzo[d]imidazole-6-carboxylate